5-[3-(2-benzylpyrazol-3-yl)-1-methyl-pyrazolo[3,4-c]pyridazin-5-yl]-1H-pyrimidine-2,4-dione C(C1=CC=CC=C1)N1N=CC=C1C1=NN(C2=NN=C(C=C21)C=2C(NC(NC2)=O)=O)C